C(C)(C)(C)OC(C[C@@H](C1=CC=C(C=C1)Br)N([C@H](C)C1=CC=CC=C1)CC1=CC=CC=C1)=O (S)-3-(benzyl-((R)-1-phenylethyl)amino)-3-(4-bromophenyl)propionic acid tert-butyl ester